C12COCCC2(C1)C=1C2=C(N=CN1)NC(=C2)C2=CC=C(C=C2)NC(C2=NC=CC(=C2)CN2C[C@@H](CCC2)N)=O N-(4-(4-(3-oxabicyclo[4.1.0]heptan-6-yl)-7H-pyrrolo[2,3-d]pyrimidin-6-yl)phenyl)-4-(((R)-3-aminopiperidin-1-yl)methyl)picolinamide